ethyl 2-[[[[(4-chloro-6-methoxy-2-pyrimidinyl)amino]carbonyl]-amino] sulfonyl]benzoate ClC1=NC(=NC(=C1)OC)NC(=O)NS(=O)(=O)C1=C(C(=O)OCC)C=CC=C1